C(C)(C)(C)N1C=NC(C1)=N N-(tert-butyl)-4-(imino)-imidazole